2-[[1-(3-ethoxy-4-methoxyphenyl)-5-isobutyl-1H-pyrazol-3-yl]amino]-5-(thiophen-2-yl)nicotinic acid C(C)OC=1C=C(C=CC1OC)N1N=C(C=C1CC(C)C)NC1=C(C(=O)O)C=C(C=N1)C=1SC=CC1